methyl 4-amino-7-bromo-2-oxo-1-(quinolin-8-yl)-1,2-dihydroquinoline-3-carboxylate NC1=C(C(N(C2=CC(=CC=C12)Br)C=1C=CC=C2C=CC=NC12)=O)C(=O)OC